(Z)-Ethyl 3-(4-((5-(4-((cyclopropylmethyl)carbamoyl)phenyl)furan-2-yl)methylene)-3-methyl-5-oxo-4,5-dihydro-1H-pyrazol-1-yl)benzoate C1(CC1)CNC(=O)C1=CC=C(C=C1)C1=CC=C(O1)\C=C/1\C(=NN(C1=O)C=1C=C(C(=O)OCC)C=CC1)C